tris(2,4,6-tribromophenoxy)-triazine BrC1=C(OC2=C(C(=NN=N2)OC2=C(C=C(C=C2Br)Br)Br)OC2=C(C=C(C=C2Br)Br)Br)C(=CC(=C1)Br)Br